ClC=1C=C2C(=CN=C(C2=CN1)N1CC(C1)(F)CO)C(C)C (1-(6-chloro-4-isopropyl-2,7-naphthyridin-1-yl)-3-fluoroazetidin-3-yl)methanol